FC1(CCN(CC1)C1=NC=CC(=N1)C=1C=NN(C1)C1=C(C=C(C=C1)[N+](=O)[O-])N1CCC2(CC2)CC1)F 6-(2-(4-(2-(4,4-difluoropiperidin-1-yl)pyrimidin-4-yl)-1H-pyrazol-1-yl)-5-nitrophenyl)-6-azaspiro[2.5]octane